C(C1=CC=CC=C1)N1C[C@H](C[C@H]1CNC(=O)C=1NC2=CC(=CC=C2C1C1=CC=C(C=C1)F)C1=CC=C(C=C1)F)CNC(OC(C)(C)C)=O tert-butyl (((3R,5S)-1-benzyl-5-((3,6-bis(4-fluorophenyl)-1H-indole-2-carboxamido)methyl)pyrrolidin-3-yl)methyl)carbamate